2,2-difluoro-7-(1-methyl-1H-pyrazole-5-yl)2,3-dihydro-1H-inden-1-ol FC1(C(C2=C(C=CC=C2C1)C1=CC=NN1C)O)F